tert-Butyl N-[(1R)-2-[4-[1-(benzenesulfonyl)pyrrolo[2,3-b]pyridin-4-yl]anilino]-1-[(3-hydroxyphenyl)methyl]-2-oxo-ethyl]carbamate C1(=CC=CC=C1)S(=O)(=O)N1C=CC=2C1=NC=CC2C2=CC=C(NC([C@@H](CC1=CC(=CC=C1)O)NC(OC(C)(C)C)=O)=O)C=C2